CC=1C=C(C=2N(C(C=C(N2)N2CCCCC2)=O)C1)C(C)NC1=C(C(=O)OC(C)(C)C)C=CC=C1 tert-butyl 2-((1-(7-methyl-4-oxo-2-(piperidin-1-yl)-4H-pyrido[1,2-a]pyrimidin-9-yl)ethyl)amino)benzoate